IC=1C=NN(C1C)CC1=C(C=CC=C1)OCC1CCOCC1 4-iodo-5-methyl-1-(2-((tetrahydro-2H-pyran-4-yl)methoxy)benzyl)-1H-pyrazole